FC(C(C)(C)O)(F)C=1C(=C(C=CC1)[C@@H](C)NC=1C2=C(N=C(N1)C)N=C(C(=C2)P2(CCCC2)=O)C)F 1-[4-({(1R)-1-[3-(1,1-difluoro-2-hydroxy-2-methylpropyl)-2-fluorophenyl]ethyl}amino)-2,7-dimethylpyrido[2,3-d]pyrimidin-6-yl]-1lambda5-phospholan-1-one